ClC=1C2=C(N3C1C=NCC3)N=CC(=C2)C(F)(F)F 5-chloro-3-(trifluoromethyl)-8,9-dihydropyrido[3',2':4,5]pyrrolo[1,2-a]pyrazin